N1C=C(C2=CC=CC=C12)C[C@@H](C(=O)NC1=CC(=NO1)C1=CC=C(C=C1)OC)NS(=O)(=O)C1=CC=C(C=C1)C (S)-3-(1H-indol-3-yl)-N-(3-(4-methoxyphenyl)isoxazol-5-yl)-2-(4-methylphenylsulfonamido)propanamide